ClC=1N=NC(=CC1C1=NOC[C@H](N1)CC1=C(C=C(C=C1)C)C)Cl |r| rac-3-(3,6-dichloropyridazin-4-yl)-5-[(2,4-dimethylphenyl)methyl]-5,6-dihydro-4H-1,2,4-oxadiazine